((S)-1-hydroxymethyl-2,2-dimethylpropyl)-amid OC[C@H](C(C)(C)C)[NH-]